ClC1=C(C(=O)NC2=C(C(=C(C=C2)F)NC(CSC(F)(F)F)=O)F)C=CC=C1 2-chloro-N-(2,4-difluoro-3-(2-((trifluoromethyl)thio)acetamido)phenyl)benzamide